8-((2-(1,1-dioxidothiomorpholino)ethyl)thio)-1,3-dimethyl-3,7-dihydro-1H-purine-2,6-dione O=S1(CCN(CC1)CCSC1=NC=2N(C(N(C(C2N1)=O)C)=O)C)=O